NC=1SC(=CN1)CC(=O)N1CC2=CC(=CC=C2CC1)OC1=CC=C(C=C1)C(F)(F)F 2-(2-aminothiazol-5-yl)-1-(7-(4-(trifluoromethyl)-phenoxy)-3,4-dihydroisoquinolin-2(1H)-yl)ethan-1-one